C=1(C(=CC=CC1)C#N)C Tolunitrile